C(C=C)NC(C(=O)O)C 2-(PROP-2-EN-1-YLAMINO)PROPANOIC ACID